3-(5-(((4-((3-chloro-4-fluorophenyl)amino)-7-methoxyquinazolin-6-yl)oxy)methyl)-4-fluoro-1-Oxoisoindolin-2-yl)piperidine-2,6-dione ClC=1C=C(C=CC1F)NC1=NC=NC2=CC(=C(C=C12)OCC=1C(=C2CN(C(C2=CC1)=O)C1C(NC(CC1)=O)=O)F)OC